C1(CCC2=CC=CC=C12)O indan-1-ol